C(#N)C=1C=NC(=NC1)N1CCN(CC1)C(CONC(OC(C)(C)C)=O)=O tert-butyl (2-(4-(5-cyanopyrimidin-2-yl)piperazin-1-yl)-2-oxoethoxy)carbamate